C1(CCC12CCOCC2)=O 7-oxaspiro[3.5]nonan-1-one